(2S)-2-(3-(4-cyano-2-methoxybenzyl)ureido)-N-(1-((3,5-dimethoxy-benzyl)amino)-2-hydroxy-1-oxopentan-3-yl)-4-methylpentanamide C(#N)C1=CC(=C(CNC(N[C@H](C(=O)NC(C(C(=O)NCC2=CC(=CC(=C2)OC)OC)O)CC)CC(C)C)=O)C=C1)OC